[2,4-dichloro-5-(2-naphthyloxycarbothioylamino)phenyl]boronic acid ClC1=C(C=C(C(=C1)Cl)NC(=S)OC1=CC2=CC=CC=C2C=C1)B(O)O